C[Si](C1=C(C=CC=C1OS(=O)(=O)C(F)(F)F)OS(=O)(=O)C(F)(F)F)(C)C 2-trimethylsilyl-1,3-bis(trifluoromethanesulfonyl-oxy)benzene